2-[2-[5-(6-cyano-3-fluoro-2-oxo-1-pyridyl)pentoxy] ethoxy]ethyl 4-methylbenzenesulfonate CC1=CC=C(C=C1)S(=O)(=O)OCCOCCOCCCCCN1C(C(=CC=C1C#N)F)=O